BrC1=CC=CC2=C(C3=CC=CC=C3C(=C12)OC(=O)C(C)C)OC(=O)C(C)C 1-bromo-9,10-bis(isopropylcarbonyloxy)anthracene